2-chloro-4-fluoro-5-nitropyrimidine ClC1=NC=C(C(=N1)F)[N+](=O)[O-]